ClC1=C(C(=O)N2COC3=C(C2)C=CC=C3C3=CC(=C(C(=O)O)C=C3F)N3C2COCC3CC2)C(=CC(=C1)N1CCN(CC1)C1CC1)Cl 4-[3-[2,6-Dichloro-4-(4-cyclopropylpiperazin-1-yl)benzoyl]-2,4-dihydro-1,3-benzoxazin-8-yl]-5-fluoro-2-(3-oxa-8-azabicyclo[3.2.1]octan-8-yl)benzoic acid